ClC=1C=2C(N=C3N(C2C=CC1)C1=CC=C(C=C1C3(C)C)C3CCN(CC3)C(=O)C3CCC(CC3)C=O)=O (1r,4r)-4-(4-(4-chloro-7,7-dimethyl-5-oxo-5,7-dihydroindolo[1,2-a]quinazolin-9-yl)piperidine-1-carbonyl)cyclohexane-1-carbaldehyde